C(C)(C)(C)OC(=O)NS(=O)(=O)N1C=CC(C=C1)=[N+](C)C N-(1-(N-(tert-butoxycarbonyl)sulfamoyl)pyridin-4(1H)-ylidene)-N-methylmethanaminium